7-(4-(4-(benzo[b]thiophen-4-yl)piperazin-1-yl)butoxy)-N-benzyl-2-oxoquinoline-1(2H)-carboxamide S1C2=C(C=C1)C(=CC=C2)N2CCN(CC2)CCCCOC2=CC=C1C=CC(N(C1=C2)C(=O)NCC2=CC=CC=C2)=O